1-(propan-2-yl)-1H-pyrazol-4-amine hydrochloride Cl.CC(C)N1N=CC(=C1)N